N(=[N+]=[N-])C1CC[C@H](OC1=O)[C@@H](C)N(C(OCC1=CC=CC=C1)=O)CC1=CC=CC=C1 benzyl N-[(1R)-1-[(2S)-5-azido-6-oxo-tetrahydropyran-2-yl]ethyl]-N-benzyl-carbamate